OC(C)C=1C=C(C=C2C(C(=C(OC12)C1=CC=CC=C1)C)=O)C 8-(1-hydroxyethyl)-3,6-dimethyl-2-phenyl-chromen-4-one